(2-benzoylamino-1-phenyl-1H-imidazol-4-yl)acetic acid C(C1=CC=CC=C1)(=O)NC=1N(C=C(N1)CC(=O)O)C1=CC=CC=C1